NC1=C(N=NC2=C(C(=CC=C12)F)Br)C(=O)NCC 4-amino-8-bromo-N-ethyl-7-fluoro-cinnoline-3-carboxamide